CC(C)C(=O)NCC(=O)O The molecule is an N-acylglycine in which the acyl group is specified as isobutryl. It has a role as a human urinary metabolite. It is a conjugate acid of a N-isobutyrylglycinate.